C(C)(C)[Sn](OC(C)(C)CC)(OC(C)(C)CC)OC(C)(C)CC Isopropyltris(t-Amyloxy)Tin